FC1=C(C(=C(C=2C3=C(C(=C(C(=C3C(C12)(F)F)F)F)F)F)F)F)F Perfluorofluoren